ClCC(=O)NC(C)(C)C=1N=C(SC1)NS(=O)(=O)C1CC1 2-Chloro-N-(2-(2-(cyclopropanesulfonamido)thiazol-4-yl)propan-2-yl)acetamide